6-methyl-1,6-heptadiene CC(CCCC=C)=C